(4-methylthiophenyl)-3-(3,4,5-trimethoxyphenyl)-2H-azepine CC=1C=C(SC1)C1N=CC=CC=C1C1=CC(=C(C(=C1)OC)OC)OC